ClC(C1=C(C=CC=C1)NC(C1=CC=CC=C1)=O)C1=CC=CC=C1 N-(2-(chloro(phenyl)methyl)phenyl)benzamide